7-vinyl-1H-pyrrolo[3,2-b]pyridine-5-carboxamide C(=C)C1=C2C(=NC(=C1)C(=O)N)C=CN2